S1C(=CC=C1)CCN1CC2N(C=3C=CC=C4C3C(C2)=CS4)CC1 8-(2-(thien-2-yl)ethyl)-6,6a,7,8,9,10-hexahydropyrazino[1,2-a]thieno[4,3,2-de]quinoline